N(=[N+]=[N-])CCC1=CC=C(C=C1)O p-azidoethylphenol